(S)-1-ethyl-3-(3-methoxy-4-(trifluoromethyl)phenyl)-8-((tetrahydro-2H-pyran-4-yl)methyl)-1,3,8-triazaspiro[4.6]undecane-2,4-dione C(C)N1C(N(C([C@]12CCN(CCC2)CC2CCOCC2)=O)C2=CC(=C(C=C2)C(F)(F)F)OC)=O